COC=1C=C(C=NC1)OCC1=CC=C(OC2CN(C2)C=2C(=C(C(=O)O)C=CC2)N2C=CC=C2)C=C1 3-(3-(4-(((5-methoxypyridin-3-yl)oxy)methyl)phenoxy)azetidin-1-yl)-2-(1H-pyrrol-1-yl)benzoic acid